C1(CCCCC1)NC=1C2=C(N=CC1C#CC1=CC(=CC=C1)[N+](=O)[O-])NC=C2 N-cyclohexyl-5-((3-nitrophenyl)ethynyl)-1H-pyrrolo[2,3-b]pyridin-4-amine